BrC1=CC(=C(C=C1)C1=C(C=C(C=C1)C(=O)OC)F)O Methyl 4'-bromo-2-fluoro-2'-hydroxy-[1,1'-biphenyl]-4-carboxylate